tert-butyl 1-oxo-6-((tetrahydro-2H-pyran-4-yl)oxy)-1,3-dihydrospiro[inden-2,4'-piperidine]-1'-carboxylate O=C1C2=CC(=CC=C2CC12CCN(CC2)C(=O)OC(C)(C)C)OC2CCOCC2